N1C(C(OCC1)=O)=O morpholine-2,3-dione